acryloylaminopropyl-N,N-dimethyl-ammonium C(C=C)(=O)NCCC[NH+](C)C